FC1CN(CC1)CC=1C(=NC=CC1)OB(O)O (3-((3-fluoropyrrolidin-1-yl)methyl)pyridin-2-yl)boric acid